5-((2r,6s)-4-((1-(2-(difluoromethyl)pyridin-4-yl)-1H-pyrazol-4-yl)methyl)-6-methylpiperazin-2-yl)-4-methylisobenzofuran-1(3H)-one FC(C1=NC=CC(=C1)N1N=CC(=C1)CN1C[C@H](N[C@H](C1)C)C=1C(=C2COC(C2=CC1)=O)C)F